(R)-3-((1-(4-bromo-2-methoxyphenyl)pyrrolo[1,2-d][1,2,4]triazin-4-yl)amino)piperidine-1-carboxylic acid tert-butyl ester C(C)(C)(C)OC(=O)N1C[C@@H](CCC1)NC1=NN=C(C=2N1C=CC2)C2=C(C=C(C=C2)Br)OC